[Si](C1=CC=CC=C1)(C1=CC=CC=C1)(C(C)(C)C)OC1(CNC(COC1)(C)C)C 6-((tert-butyldiphenylsilyl)oxy)-3,3,6-trimethyl-1,4-oxazepane